P1(=O)(OC(CCCCC(=O)O1)=O)[O-] trans-adipyl phosphate